3,4-difluoro-L-phenylalanine FC=1C=C(C[C@H](N)C(=O)O)C=CC1F